N-{4-[3-Anilino-5,6-dimethyl-4-oxo-4,5,6,7-tetrahydro-1H-pyrrolo[3,2-c]pyridin-2-yl]pyridin-2-yl}-2-(4-fluorophenyl)acetamid N(C1=CC=CC=C1)C1=C(NC2=C1C(N(C(C2)C)C)=O)C2=CC(=NC=C2)NC(CC2=CC=C(C=C2)F)=O